Tert-butyl (S)-3,4-diethylpiperazine-1-carboxylate C(C)[C@H]1CN(CCN1CC)C(=O)OC(C)(C)C